C(C)N(S(=O)(=O)C1=CC=C(C=C1)NC(C1=CC(=C(C=C1)OC)C(F)(F)F)=O)CC N-(4-(N,N-diethylsulfamoyl)phenyl)-4-methoxy-3-(trifluoromethyl)benzamide